3-(3,5-dichlorophenyl)-3-(4-(2-(5,6,7,8-tetrahydro-1,8-naphthyridin-2-yl)-ethoxy)-1H-indazol-1-yl)propionic acid ClC=1C=C(C=C(C1)Cl)C(CC(=O)O)N1N=CC2=C(C=CC=C12)OCCC1=NC=2NCCCC2C=C1